O1CCC(CC1)N1N=CC(=C1)C1=NN2C(OCCC2)=C1C(=O)OCC Ethyl 2-[1-(oxan-4-yl)pyrazol-4-yl]-6,7-dihydro-5H-pyrazolo[5,1-b][1,3]oxazine-3-carboxylate